C(C)(C)(C)C1=C(C=C(C=C1)NC1CCC(CC1)N)OCCCCOC N1-(4-(tert-butyl)-3-(4-methoxybutoxy)phenyl)cyclohexane-1,4-diamine